[C-]#N.C(CCCCCC)[NH+]1CC(CC1)C 1-Heptyl-3-Methylpyrrolidinium cyanid